ClC=1C=C(OC2C(C(C2(C)C)NC(=O)C=2N=NC(=CC2)N2CCN(CC2)CC2=NC=C(C=C2)N2C(NC(CC2)=O)=O)(C)C)C=CC1C#N N-((1r,3r)-3-(3-chloro-4-cyanophenoxy)-2,2,4,4-tetramethylcyclobutyl)-6-(4-((5-(2,4-dioxotetrahydropyrimidin-1(2H)-yl)pyridin-2-yl)methyl)piperazin-1-yl)pyridazine-3-carboxamide